O1COC2=C1C=CC(=C2)C=2N(C(C1=CC(=C(C=C1C2CCO)OC)OC)=O)CCOCOC 3-(Benzo[D][1,3]dioxol-5-yl)-4-(2-hydroxyethyl)-6,7-dimethoxy-2-(2-(methoxymethoxy)ethyl)isoquinolin-1(2H)-one